tri-methylpentatriacontane CC(CCCCCCCCCCCCCCCCCCCCCCCCCCCCCCCCCC)(C)C